bis(1-isopropyl-3-methyl-benzimidazol-2-ylidene)methane C(C)(C)N1C(N(C2=C1C=CC=C2)C)=C=C2N(C1=C(N2C(C)C)C=CC=C1)C